C1CC12CCN(CC2)CC2=CC=1C(=C3C4(NC(NC3=C(C1)Cl)=O)CCCCC4)O2 2'-{6-azaspiro[2.5]octan-6-ylmethyl}-5'-chloro-7',8'-dihydro-6'H-spiro[cyclohexane-1,9'-furo[2,3-f]quinazoline]-7'-one